Diethylenglycol butyl-methyl ether C(CCC)COCCOCCO